[Na+].C(C1=CC=CC=C1)ON1[C@@H]2CC[C@H](N(C1=O)C2)C(=O)[O-] (2S,5R)-6-benzyloxy-7-oxo-1,6-diazabicyclo[3.2.1]octane-2-carboxylic acid sodium salt